C(C)OCN(C1=NC(=NC(=N1)NCOCC)NCOCC)COCC N,N,N',N''-Tetrakis-ethoxymethyl-[1,3,5]triazin-2,4,6-triamin